ClC1=C(CCC(C1)(C)C)C=O 2-chloro-4,4-dimethylcyclohex-1-en-1-carbaldehyde